NC=1C=C2C(=NC=NC2=CC1)NC1=CC(=CC=C1)C 6-amino-4-(3-methylphenyl-amino)-quinazolin